(E)-N-(5-(3,4-dimethoxyphenyl)-4-((2-fluorophenyl)amino)quinazolin-6-yl)-4-(dimethylamino)but-2-enamide COC=1C=C(C=CC1OC)C1=C2C(=NC=NC2=CC=C1NC(\C=C\CN(C)C)=O)NC1=C(C=CC=C1)F